(3S,4S) or (3R,4R)-4-(4-(2-((1-cyclopropyl-5-methyl-1H-pyrazol-4-yl)amino)-6-(trifluoromethyl)quinazolin-7-yl)piperidin-1-yl)-4-methyltetrahydrofuran-3-ol C1(CC1)N1N=CC(=C1C)NC1=NC2=CC(=C(C=C2C=N1)C(F)(F)F)C1CCN(CC1)[C@@]1([C@@H](COC1)O)C |o1:30,31|